2-(4-(tert-butyl)phenyl)-3-(2-(4,4''-di-tert-butyl-[2,2':5',2''-terthiophen]-3'-yl)-3,3,4,4,5,5-hexafluorocyclopent-1-en-1-yl)benzofuran-5,6-diyl diacetate C(C)(=O)OC=1C(=CC2=C(C(=C(O2)C2=CC=C(C=C2)C(C)(C)C)C2=C(C(C(C2(F)F)(F)F)(F)F)C2=C(SC(=C2)C=2SC=C(C2)C(C)(C)C)C=2SC=C(C2)C(C)(C)C)C1)OC(C)=O